[Na+].C(C)(C)C=1C(=CC(=C(C(=O)[O-])C1)C)O 5-isopropyl-4-hydroxy-2-methylbenzoic acid, sodium salt